C(C1=CC=CC=C1)S(=O)(=O)NC(=O)C=1N=NC(=CC1)N1CCN(CC1)C(=O)C=1C=NC=C(C1)Br N-Benzylsulfonyl-6-[4-(5-bromopyridin-3-carbonyl)piperazin-1-yl]pyridazine-3-carboxamide